CS(=O)(=O)C1=CC=C(OCC2CC(N(C2)CCC=2C=C(C=C(C2)C#N)C#N)C)C=C1 5-(2-{4-[(4-methanesulfonylphenoxy)methyl]-2-methylpyrrolidin-1-yl}ethyl)benzene-1,3-dicarbonitrile